(3-amino-4-methylthiophene-2-yl)-N-cyclopentylacetamide NC1=C(SC=C1C)CC(=O)NC1CCCC1